Cl.ClC=1C=C(C=CC1C(=O)N1CCNCC1)NC(=O)C=1N(C(=CN1)C1=C(C(=C(C=C1)OC)F)F)C N-[3-chloro-4-(piperazine-1-carbonyl)phenyl]-5-(2,3-difluoro-4-methoxy-phenyl)-1-methyl-imidazole-2-carboxamide hydrochloride